5-(3-(((S)-1-(1H-1,2,4-triazol-1-yl)propan-2-yl)oxy)-4-chlorophenyl)-N-(3-(3-methoxy-2-methylpropoxy)-1-((1r,4r)-4-morpholinocyclohexyl)-1H-pyrazol-4-yl)pyrimidin-2-amine N1(N=CN=C1)C[C@H](C)OC=1C=C(C=CC1Cl)C=1C=NC(=NC1)NC=1C(=NN(C1)C1CCC(CC1)N1CCOCC1)OCC(COC)C